C(C=C)(=O)OC(C(C)OC(C=C)=O)C methyl-propylene glycol diacrylate